P(O)(=O)(OP(=O)(O)O)OC(C)(N(C)C)N(C)C bis(dimethylamino)ethanol diphosphate